3-(1H-pyrazol-1-yl)-1-[2'-(quinolin-3-yl)-5',6'-dihydrospiro[azetidine-3,4'-pyrrolo[1,2-b]pyrazol]-1-yl]propan-1-one N1(N=CC=C1)CCC(=O)N1CC2(CCN3N=C(C=C32)C=3C=NC2=CC=CC=C2C3)C1